(S)-4-(5-(3,5-dimethylisoxazol-4-yl)-1-(1-(pyridin-2-yl)ethyl)-1H-pyrrolo[2,3-b]pyridin-3-yl)benzoic acid CC1=NOC(=C1C=1C=C2C(=NC1)N(C=C2C2=CC=C(C(=O)O)C=C2)[C@@H](C)C2=NC=CC=C2)C